4-(2-hydroxyethyl)-1-piperazinoethanesulfonic acid OCCN1CCN(CC1)C(C)S(=O)(=O)O